(R)-3-fluoro-4-(3-methylmorpholino)aniline FC=1C=C(N)C=CC1N1[C@@H](COCC1)C